N-(6-(4-chlorophenyl)-1-(4,4-dimethylcyclohexyl)-1H-pyrazolo[3,4-d]pyrimidin-4-yl)-5-nitrothiophene-2-carboxamide ClC1=CC=C(C=C1)C1=NC(=C2C(=N1)N(N=C2)C2CCC(CC2)(C)C)NC(=O)C=2SC(=CC2)[N+](=O)[O-]